C1(CC1)N1C(=NN(C1=O)C1=CC(=C(C(=O)NC2=C(C=CC=C2F)F)C=C1F)O[C@H](C(F)(F)F)C)C 4-(4-cyclopropyl-3-methyl-5-oxo-4,5-dihydro-1H-1,2,4-triazol-1-yl)-N-(2,6-difluorophenyl)-5-fluoro-2-{[(2S)-1,1,1-trifluoropropan-2-yl]oxy}benzamide